C(C)(C)N(P(O[C@@H]1[C@H](C[C@H](C1)NC1=NC=NC=C1)COC(C1=CC=CC=C1)(C1=CC=C(C=C1)OC)C1=CC=C(C=C1)OC)OCCC#N)C(C)C (1S,2R,4R)-2-{[bis(4-methoxyphenyl)(phenyl)methoxy]methyl}-4-(pyrimidin-4-ylamino)cyclopentyl 2-cyanoethyl diisopropylphosphoramidoite